3-cyano-N-[4-(3-cyanophenyl)-5-(2,6-dimethyl-4-pyridyl)thiazol-2-yl]-3-methyl-pyrrolidine C(#N)C1(CN(CC1)C=1SC(=C(N1)C1=CC(=CC=C1)C#N)C1=CC(=NC(=C1)C)C)C